BrC1=C(C=CC=C1)B(O)O bromophenylboronic acid